4-((7R)-4-(2,5-diazabicyclo[2.2.2]octan-2-yl)-6-chloro-8-fluoro-2-(((S)-1-methylpyrrolidin-2-yl)methoxy)quinazolin-7-yl)naphthalen-2-ol C12N(CC(NC1)CC2)C2=NC(=NC1=C(C(=C(C=C21)Cl)C2=CC(=CC1=CC=CC=C21)O)F)OC[C@H]2N(CCC2)C